(Ndelta-4-methyltrityl)-D-ornithine CC1=CC=C(C(C2=CC=CC=C2)(C2=CC=CC=C2)NCCC[C@@H](N)C(=O)O)C=C1